ClC1=CC=C(C=C1)C=1C=C(C(N(N1)C=1C=NN(C1)C1CCC1)=O)C(=O)NC[C@@H](C(F)(F)F)O 6-(4-chlorophenyl)-2-(1-cyclobutyl-1H-pyrazol-4-yl)-3-oxo-N-[(2S)-3,3,3-trifluoro-2-hydroxypropyl]-2,3-dihydropyridazine-4-carboxamide